8-methoxy-2-tetrahydropyran-4-yl-N-[6-(trifluoromethyl)-2-pyridyl]imidazo[1,2-a]pyrazine-6-carboxamide COC=1C=2N(C=C(N1)C(=O)NC1=NC(=CC=C1)C(F)(F)F)C=C(N2)C2CCOCC2